D-aspartic acid methyl ester COC([C@H](N)CC(=O)O)=O